ClC=1C=C2N=CC=NC2=CC1Cl 6,7-dichloroquinoxaline